OCCNC(C=C)=O N-(2-hydroxyethyl)propenamide